[N+](=O)(OCCCC=O)[O-] 4-oxobutyl nitrate